tert-butyl (E)-3-((3-butyl-2-methyl-7-(methylthio)-1,1-dioxido-5-phenyl-2,3,4,5-tetrahydrobenzo[b][1,4]thiazepin-8-yl)oxy)acrylate C(CCC)C1CN(C2=C(S(C1C)(=O)=O)C=C(C(=C2)SC)O/C=C/C(=O)OC(C)(C)C)C2=CC=CC=C2